diethylaminotriisobutoxysilane methyl-(Z)-2-[5-(3-isobutylpyrazol-1-yl)-2-methyl-phenoxy]-3-methoxy-prop-2-enoate COC(/C(=C/OC)/OC1=C(C=CC(=C1)N1N=C(C=C1)CC(C)C)C)=O.C(C)N(CC)[Si](OCC(C)C)(OCC(C)C)OCC(C)C